ClC=1C=NC(=NC1)NC(CN1C(C2=CC=C(C=C2C2(C(C2)(F)F)C1)C(F)(F)F)=O)=O N-(5-Chloropyrimidin-2-yl)-2-[1',1'-difluoro-6-(trifluoromethyl)-1-oxospiro[3H-isoquinolin-4,2'-cyclopropan]-2-yl]acetamide